(pyrimidin-5-ylthio)ethan-1-one N1=CN=CC(=C1)SC(C)=O